(5-(4-amino-7-(4-hydroxycyclohexyl)pyrrolo[2,1-f][1,2,4]triazin-5-yl)pyridin-2-yl)-2-oxo-1-phenyl-1,2,4,5,6,7-hexahydropyrazolo[1,5-a]pyridine-3-carboxamide NC1=NC=NN2C1=C(C=C2C2CCC(CC2)O)C=2C=CC(=NC2)C2C=1N(CCC2)N(C(C1C(=O)N)=O)C1=CC=CC=C1